Sodium (2S)-1-hydroxy-2-((S)-4-methyl-2-(((((1r,4S)-4-phenylcyclohexyl)oxy)carbonyl) amino)pentanamido)-3-((S)-2-oxopyrrolidin-3-yl)propane-1-sulfonate OC([C@H](C[C@H]1C(NCC1)=O)NC([C@H](CC(C)C)NC(=O)OC1CCC(CC1)C1=CC=CC=C1)=O)S(=O)(=O)[O-].[Na+]